5-((8-(2-(5-((4-([1,1'-biphenyl]-3-yl)-5-chloropyrimidin-2-yl)amino)pyridin-3-yl)-1-oxo-2,8-diazaspiro[4.5]decan-8-yl)-8-oxooctyl)oxy)-2-(2,6-dioxopiperidin-3-yl)isoindoline-1,3-dione C1(=CC(=CC=C1)C1=NC(=NC=C1Cl)NC=1C=C(C=NC1)N1C(C2(CC1)CCN(CC2)C(CCCCCCCOC=2C=C1C(N(C(C1=CC2)=O)C2C(NC(CC2)=O)=O)=O)=O)=O)C2=CC=CC=C2